ClC=1C=C(OCC(=O)N[C@@H]2CN[C@H](CC2)C=2OC(=NN2)OCCOC(F)(F)F)C=CC1Cl 2-(3,4-dichlorophenoxy)-N-[(3s,6r)-6-{5-[2-(trifluoromethoxy)ethoxy]-1,3,4-oxadiazol-2-yl}piperidin-3-yl]acetamide